ClC=1C(=NC=CC1C=1C(=C(C=CC1)NC(=O)C1=C(C=C(CN(C(OC(C)(C)C)=O)CCO)C=C1)F)C)C1=CC(=C(C=C1)CNC[C@H]1NC(CC1)=O)OC tert-butyl (S)-(4-((3-(3-chloro-2-(3-methoxy-4-((((5-oxopyrrolidin-2-yl)methyl)amino)methyl)phenyl)pyridin-4-yl)-2-methylphenyl)carbamoyl)-3-fluorobenzyl)(2-hydroxyethyl)carbamate